NC=1C=C(C=C2C=C(N=CC12)NC(=O)[C@H]1[C@@H](C1)C#N)C=1C=C(C(=O)NC)C=CC1C 3-(8-amino-3-(trans-2-cyanocyclopropane-1-carboxamido)isoquinolin-6-yl)-N,4-dimethylbenzamide